NC1=NNC2=CC=C(C(=C12)OC)C1=C(C=C(C=C1)S(=O)(=O)N[C@H]1[C@H](CCC1)O)Cl 4-(3-amino-4-methoxy-1H-indazol-5-yl)-3-chloro-N-((1R,2S)-2-hydroxycyclopentyl)benzenesulfonamide